FC1=CC=C(C=C1)C1=CC=2C(=C(N=NC2CC2=CNC=C2)C(=O)N)S1 2-(4-fluorophenyl)-4-(3-pyrrylmethyl)-thieno[2,3-d]pyridazine-7-carboxamide